COC(=O)C=1C=C(C=C2C=NN(C12)CC=1C=NC(=NC1)C1CC1)Cl 5-chloro-1-((2-cyclopropylpyrimidin-5-yl)methyl)-1H-indazole-7-carboxylic acid methyl ester